4-[(5-fluoro-2-pyridinyl)sulfonyl]benzoic acid FC=1C=CC(=NC1)S(=O)(=O)C1=CC=C(C(=O)O)C=C1